C1NCC12CCC(CC2)C2=CN(C1=CN=CC=C12)C1=C(C(=O)N(C)C(C)C)C=C(C=C1)F (3-(2-azaspiro[3.5]nonan-7-yl)-1H-pyrrolo[2,3-c]pyridin-1-yl)-5-fluoro-N-isopropyl-N-methylbenzamide